(E)-1-((furan-2-ylmethylene)amino)imidazolidine-2,4-dione O1C(=CC=C1)\C=N\N1C(NC(C1)=O)=O